ClC1=CC=C(C=C1)C=1N=CN(C1C1=CC=NC=C1)CC(=O)NC1COC2(CNC2)C1 2-[4-(4-chlorophenyl)-5-(pyridin-4-yl)-1H-imidazol-1-yl]-N-{5-oxa-2-azaspiro[3.4]oct-7-yl}acetamide